6-chloro-3-(trifluoromethyl)-1-((2-(trimethylsilyl)ethoxy)methyl)-1H-pyrrolo[2,3-b]pyridine ClC1=CC=C2C(=N1)N(C=C2C(F)(F)F)COCC[Si](C)(C)C